C1(=CC=CC=C1)C=1C(=CC(=CC1)N)C1=CC=CC=C1 1,1':2',1''-terphenyl-4'-amine